CC1C(NC2=CN(N=C2C=2C=CN=C(CCCC1)C2)C2=NC=CC=C2)=O 9-methyl-4-(pyridin-2-yl)-3,4,7,15-tetraazatricyclo[12.3.1.02,6]Octadecan-1(18),2,5,14,16-pentaen-8-one